C[C@@H]1[C@@H](SP(O1)(OC1=CC=C(C=C1)[N+](=O)[O-])=S)C1=CC=CC=C1 (4S,5R)-5-methyl-2-(4-nitrophenoxy)-4-phenyl-1,3,2-oxathiaphospholane 2-sulfide